tristearyl citrate C(CC(O)(C(=O)OCCCCCCCCCCCCCCCCCC)CC(=O)OCCCCCCCCCCCCCCCCCC)(=O)OCCCCCCCCCCCCCCCCCC